tert-butyl (4S)-4-[3-amino-3-[6-(trifluoromethyl)-2-pyridyl]propyl]-2,2-dimethyl-pyrrolidine-1-carboxylate NC(CC[C@H]1CC(N(C1)C(=O)OC(C)(C)C)(C)C)C1=NC(=CC=C1)C(F)(F)F